ClC1=C(C(N(C=C1)C1=NC=C(C(=C1)N1C(C=C(C=C1C)OCC1=CC=NC=C1)=O)C)=O)C(C)(C)O chloro-4''-((pyridin-4-yl)methoxy)-3-(2-hydroxypropan-2-yl)-5',6''-dimethyl-2H,2''H-[1,2':4',1''-terpyridin]-2,2''-dione